CON(C(=O)C=1C=C2CCN(CC2=CC1)C(=O)OC(C)(C)C)C tert-Butyl 6-[methoxy(methyl)carbamoyl]-3,4-dihydro-1H-isoquinoline-2-carboxylate